N1=CC(=CC=C1)C(C)NC(C(=O)O)CCCCCCCC1=NC=2NCCCC2C=C1 2-((1-(pyridin-3-yl)ethyl)amino)-9-(5,6,7,8-tetrahydro-1,8-naphthyridin-2-yl)nonanoic acid